C(=C)C1=C(C=CC=C1)CC[Si](OC)(OC)OC 2-(2-ethenylphenyl)ethyltrimethoxysilane